(Z)-N,8,8-trimethyl-10-(octadec-9-en-1-yloxy)-N-(prop-2-yn-1-yl)-7,9-dioxa-12,13-dithia-8-silapentacosan-1-amine CN(CCCCCCO[Si](OC(CSSCCCCCCCCCCCC)OCCCCCCCC\C=C/CCCCCCCC)(C)C)CC#C